COCC1CN(C1)C1=CC=C2C=NC(=NC2=C1)NC1=C(C=C2CCN(CC2=C1)C)OC 7-[3-(methoxymethyl)azetidin-1-yl]-N-(6-methoxy-2-methyl-1,2,3,4-tetrahydroisoquinolin-7-yl)quinazolin-2-amine